ClC1=C(CN2C=CC3=C2N=CN=C3NC3=CC2=C(NC(N2)=O)C=C3)C=CC(=C1)F 5-((7-(2-Chloro-4-fluorobenzyl)-7H-pyrrolo[2,3-d]pyrimidin-4-yl)amino)-1,3-dihydro-2H-benzo[d]imidazol-2-one